BrC1=CC=2N(C3=CC=CC=C3C2C=C1)C1=NC=CC=C1 2-bromo-9-(pyridin-2-yl)-9H-carbazole